3-(2-chloropyrimidin-4-yl)quinolin-2-amine ClC1=NC=CC(=N1)C=1C(=NC2=CC=CC=C2C1)N